COC=1C=CC(=NC1)C1CC(=NN1C(CC)=O)C=1SC=C(C1)C (5-(5-Methoxypyridin-2-yl)-1-propionyl-4,5-dihydro-1H-pyrazol-3-yl)-4-methylthiophene